C[C@H]1CNC[C@@H](N1)C(=O)OC |r| methyl rac-(2R,6S)-6-methylpiperazine-2-carboxylate